CN1N=CC(=C1)C=1C=CC2=C(N=C(O2)C2=CC(=NC=C2)C=O)C1 (4-(5-(1-methyl-1H-pyrazol-4-yl)benzooxazol-2-yl)pyridin-2-yl)methanone